NN1CCOCC1 aminomorpholin